C(C)(C)(C)OC(=O)N([C@@H](CC1=CN(C2=CC=C(C=C12)F)C(=O)OC(C)(C)C)C(=O)OC)C(=O)OC(C)(C)C (S)-tert-butyl 3-(2-(bis(tert-butoxycarbonyl)amino)-3-methoxy-3-oxopropyl)-5-fluoro-1H-indole-1-carboxylate